ClC1=C(C=CC=2N=C(SC21)CC(=O)N(C)C)B2OC(C(O2)(C)C)(C)C 2-(7-Chloro-6-(4,4,5,5-tetramethyl-1,3,2-dioxaborolan-2-yl)benzo[d]thiazol-2-yl)-N,N-dimethylacetamide